(3R,6S,9aS)-3,6-diisobutyl-8-(1-methylpiperidin-4-yl)-1-((E)-3-(2-morpholinothiazol-4-yl)acryloyl)tetrahydropyrazino[2,1-c][1,2,4]oxadiazine C(C(C)C)[C@@H]1CN2C(N(O1)C(\C=C\C=1N=C(SC1)N1CCOCC1)=O)=CN(C[C@@H]2CC(C)C)C2CCN(CC2)C